C(C)(C)(C)C1=C(C=CC(=C1)C(C)(C)C)P1(OC2=C(C=C(C=C2C(C)(C)C)C(C)(C)C)CC2=C(C(=CC(=C2)C(C)(C)C)C(C)(C)C)O1)[O-] 2,2'-methylenebis(4,6-di-tert-butylphenyl) (2,4-di-tert-butylphenyl)phosphite